(1r,4r)-4-(3-chloroanilino)-2'-[3-(4-methyl-3-oxopiperazin-1-yl)propyl]-2',3'-dihydrospiro[cyclohexane-1,1'-indene]-4-carboxylic acid ClC=1C=C(NC2(CCC3(C(CC4=CC=CC=C34)CCCN3CC(N(CC3)C)=O)CC2)C(=O)O)C=CC1